C(C)(C)(C)OC(=O)N1C=CC2=C(C(=CC(=C12)C)OC)CN1[C@@H](C[C@]2(CCC(C2)(F)F)CC1)C1=CC=C(C=C1)C(=O)OC 4-(((5s,7s)-2,2-difluoro-7-(4-(methoxycarbonyl)phenyl)-8-azaspiro[4.5]dec-8-yl)methyl)-5-methoxy-7-methyl-1H-indole-1-carboxylic acid tert-butyl ester